ethyl-3-methyl-3-phenylglycidate CCOC(=O)C1C(O1)(C)C2=CC=CC=C2